C(#N)C(NC(=O)[C@@H]1[C@H]2C([C@H]2CN1C([C@H](C(C)(C)C)NC(C(F)(F)F)=O)=O)(C)C)C1=NN=CN1C1=CC=C(C=C1)F (1R,2S,5S)-N-[cyano-[4-(4-fluorophenyl)-1,2,4-triazol-3-yl]methyl]-3-[(2S)-3,3-dimethyl-2-[(2,2,2-trifluoroacetyl)amino]butanoyl]-6,6-dimethyl-3-azabicyclo[3.1.0]hexane-2-carboxamide